C(N)(=N)C=1C=C(SC1)[C@@H](C)NC(=O)[C@H]1N(CC2(OCCO2)C1)C(CNC(=O)C1=CC=C(C=C1)C1=CC=C(C=C1)F)=O (S)-N-((R)-1-(4-carbamimidoylthiophen-2-yl)ethyl)-7-((4'-fluoro-[1,1'-biphenyl]-4-carbonyl)glycyl)-1,4-dioxa-7-azaspiro[4.4]nonane-8-carboxamide